1-(9Z-nonadecenoyl)-2-pentadecanoyl-glycero-3-phosphocholine CCCCCCCCCCCCCCC(=O)O[C@H](COC(=O)CCCCCCC/C=C\CCCCCCCCC)COP(=O)([O-])OCC[N+](C)(C)C